(3-bromo-5-((4-methoxybenzyl)oxy)phenyl)(phenyl)methanone BrC=1C=C(C=C(C1)OCC1=CC=C(C=C1)OC)C(=O)C1=CC=CC=C1